FC(COC1=CC=CC=C1[N+](=O)[O-])F (2',2'-difluoroethoxy)-6-nitrobenzene